CN[C@H](C(=O)O)CC1=CC=C(C=C1)C (S)-2-(methylamino)-3-(p-toluyl)propanoic acid